The molecule is a sulfone and a monocarboxylic acid amide. It has a role as an immunosuppressive agent and an antimicrobial agent. CS(=O)(=O)C1=CC=C(C=C1)[C@H]([C@@H](CO)NC(=O)C(Cl)Cl)O